N1=C(C=CC=C1)C1=NN=CS1 5-(pyridin-2-yl)-1,3,4-thiadiazol